tert-butyl-(2R,5S)-5-methyl-2-[2-(1,2,2-trimethyl-4-piperidyl) indazol-5-yl]piperidine-1-carboxylate C(C)(C)(C)OC(=O)N1[C@H](CC[C@@H](C1)C)C1=CC2=CN(N=C2C=C1)C1CC(N(CC1)C)(C)C